Cl.ClC=1C=C(C=CC1F)NCC1=CC=C(C=C1)C(F)(F)F (R or S)-(3-chloro-4-fluorophenyl)(4-(trifluoromethyl)phenyl)methylamine hydrochloride